C(C1=CC=CC=C1)O[C@@H](C)[C@H](CC)N1N=CN(C1=O)C1=CC=C(C=C1)N1CCN(CC1)C1=CC=C(C=C1)Br 2-((2S,3S)-2-(benzyloxy)pentan-3-yl)-4-(4-(4-(4-bromophenyl)piperazin-1-yl)phenyl)-2,4-dihydro-3H-1,2,4-triazol-3-one